[C@H]12CN(C[C@H](CC1)N2)C=2C1=C(N=C(N2)OC[C@]23CCCN3C[C@@H](C2)F)C(=C(N=C1)C1=CC(=CC2=CC=C(C(=C12)F)F)O)F 4-(4-((1R,5S)-3,8-diazabicyclo[3.2.1]octan-3-yl)-8-fluoro-2-(((2R,7aS)-2-fluorotetrahydro-1H-pyrrolizin-7a(5H)-yl)methoxy)pyrido[4,3-d]pyrimidin-7-yl)-5,6-difluoronaphthalen-2-ol